N[C@H](C(=O)N)C1CC1 (S)-2-amino-2-cyclopropylacetamide